3-ethyl-5-(2-hydroxyethyl)-4-methylthiazole bromide thiazole salt S1C=NC=C1.[Br-].C(C)N1CSC(=C1C)CCO